CN(C1CCN(CC1)C1=CC=C(C=N1)C1C(NC(CC1)=O)=O)CC1CCNCC1 3-(6-(4-(methyl(piperidin-4-ylmethyl)amino)piperidin-1-yl)pyridin-3-yl)piperidine-2,6-dione